2,5-dimethylcyclopentanol CC1C(C(CC1)C)O